CC1=CC=C2C=C(NC2=C1)B1OC(C(O1)(C)C)(C)C 6-methyl-2-(4,4,5,5-tetramethyl-1,3,2-dioxaborolan-2-yl)-1H-indole